7-(6-(bis(4-methoxybenzyl)amino)-4-methyl-3-(trifluoromethyl)pyridin-2-yl)-N-((R)-1-(2-(bis(4-methoxybenzyl)amino)pyridin-3-yl)ethyl)-2,6-dichloro-8-fluoro-N-methylquinazolin-4-amine COC1=CC=C(CN(C2=CC(=C(C(=N2)C2=C(C=C3C(=NC(=NC3=C2F)Cl)N(C)[C@H](C)C=2C(=NC=CC2)N(CC2=CC=C(C=C2)OC)CC2=CC=C(C=C2)OC)Cl)C(F)(F)F)C)CC2=CC=C(C=C2)OC)C=C1